rac-4-amino-3-(((8,8-difluoro-1,4-dioxaspiro[4.5]decan-7-yl)methyl)amino)benzonitrile NC1=C(C=C(C#N)C=C1)NC[C@H]1CC2(OCCO2)CCC1(F)F |r|